Tert-butyl (2-(1-(3-fluorophenyl)vinyl)pyridin-4-yl)carbamate FC=1C=C(C=CC1)C(=C)C1=NC=CC(=C1)NC(OC(C)(C)C)=O